4-methyl-1,2-phenylene diisocyanate CC=1C=C(C(=CC1)N=C=O)N=C=O